C(C)(C)(C)OC(=O)N1CC(C1)N1N=C(C2=NC=CC(=C21)Cl)I 3-(7-Chloro-3-iodo-1H-pyrazolo[4,3-b]pyridin-1-yl)azetidine-1-carboxylic acid tert-butyl ester